C(C)(C)(C)OC(=O)N1CC(C1)C=1C=NC(=CC1)Cl 3-(6-chloro-3-pyridyl)azetidine-1-carboxylic acid tert-butyl ester